[Na+].P([O-])(=O)(OP(=O)([O-])[O-])OC[C@@H]1[C@H](C[C@@H](O1)N1C=NC=2C(N)=NC=NC12)O.[Na+].[Na+] deoxyadenosine-5'-diphosphate sodium salt